OC1=C(C=C(C(=C1C(C)(C)C)C)OC(C=C)=O)N1N=C2C(=N1)C=CC=C2 2-(2-hydroxy-3-tert-butyl-5-acryloyloxy-methylphenyl)-2H-benzotriazole